5-(1-Methyl-1H-pyrazol-4-yl)-N-(pyridin-4-yl)-1H-indazole-3-carboxamide CN1N=CC(=C1)C=1C=C2C(=NNC2=CC1)C(=O)NC1=CC=NC=C1